C(CCCCCC)OC(=O)N1CC=CC1 3-pyrroline-1-carboxylic acid heptyl ester